(1s,3s)-3-((5-(1-(2,2-difluoroethyl)-1H-benzo[d][1,2,3]triazol-6-yl)-7H-pyrrolo[2,3-d]pyrimidin-2-yl)amino)-1-methylcyclobutan-1-ol FC(CN1N=NC2=C1C=C(C=C2)C2=CNC=1N=C(N=CC12)NC1CC(C1)(O)C)F